ClC=1N=CC2=C(N1)N(C(=C2)C)CC=2C(=NC=CN2)N(S(=O)(=O)C)C N-(3-((2-chloro-6-methyl-7H-pyrrolo[2,3-d]pyrimidin-7-yl)methyl)pyrazin-2-yl)-N-Methylmethanesulfonamide